CC(COC(C1=CC=CC=C1)=O)(C=O)C.ClC1=NC=C(C(=N1)C)OC(F)F 2-Chloro-5-(difluoromethoxy)4-methylpyrimidine 2,2-dimethyl-3-oxo-propyl-benzoate